6-(piperidin-4-ylamino)pyrimidine-4-carboxylic acid methyl ester COC(=O)C1=NC=NC(=C1)NC1CCNCC1